1-{3-[(2-{3-{(4-methanesulfonyl-2-methoxyphenyl)amino}prop-1-yn-1-yl}-1-(2,2,2-trifluoroethyl)-1H-indol-4-yl)amino]pyrrolidin-1-yl}-3-methoxypropan-2-ol CS(=O)(=O)C1=CC(=C(C=C1)NCC#CC=1N(C2=CC=CC(=C2C1)NC1CN(CC1)CC(COC)O)CC(F)(F)F)OC